N(=[N+]=[N-])CCOCCOCCOCCOCCOCCNC1=C2C(N(C(C2=CC=C1)=O)C1C(NC(CC1)=O)=O)=O 4-((17-azido-3,6,9,12,15-pentaoxaheptadecyl)amino)-2-(2,6-dioxopiperidin-3-yl)isoindoline-1,3-dione